[Se-2].[Zn+2] Zinc Selenid